[Si](C)(C)(C(C)(C)C)OC1CC(OC1)CNC=1C=NN(C1)C Syn-N-[[4-[tert-butyl(dimethyl)silyl]oxytetrahydrofuran-2-yl]methyl]-1-methyl-pyrazol-4-amine